1-(4-chloro-3-fluoro-2-((1-methyl-1H-pyrazol-5-yl)amino)phenyl)cyclopentane-1-carbonitrile ClC1=C(C(=C(C=C1)C1(CCCC1)C#N)NC1=CC=NN1C)F